C(/C1=CC=CC=C1)=C\1/CSC\C(\C1=O)=C/C1=CC=CC=C1 3,5-di((Z)-benzylidene)tetrahydro-4H-thiopyran-4-one